COC=1C=C(C=CC1OC)C1=NN(C2=C1C=NC=1C=CC(=CC21)OC)C2=CC=C1CCNCC1=C2 7-[3-(3,4-dimethoxyphenyl)-8-methoxy-1H-pyrazolo[4,3-c]quinolin-1-yl]-1,2,3,4-tetrahydroisoquinoline